N-(1-methyl-3-(trifluoromethyl)-1H-pyrazol-5-yl)-2-(phenylamino)benzamide CN1N=C(C=C1NC(C1=C(C=CC=C1)NC1=CC=CC=C1)=O)C(F)(F)F